C(CCC)N(C1CC1)CC1=C(C=C(C=C1)B(O)O)F (4-([BUTYL(CYCLOPROPYL)AMINO]METHYL)-3-FLUOROPHENYL)BORANEDIOL